N-palmitoyl-4-hydroxysphingosine C(CCCCCCCCCCCCCCC)(=O)N[C@@H](CO)[C@H](O)\C(=C\CCCCCCCCCCCCC)\O